O1C(=NC=C1)NCC1=C(C(=CC=C1)N)N 3-{[(1,3-Oxazol-2-yl)amino]methyl}benzene-1,2-diamine